2-ETHYLPYRIDINE-4-carbothioamide C(C)C1=NC=CC(=C1)C(N)=S